N1=C(C=CC=C1)C1=NN2C(=C1C=1C=CC3=C(N(C=N3)CCCO)C1)CCC2 3-[6-(2-pyridin-2-yl-5,6-dihydro-4H-pyrrolo[2,1-e]pyrazol-3-yl)benzimidazol-1-yl]propan-1-ol